C(C)C=1C=C2CCCC2=CC1CC 5,6-diethyl-2,3-dihydro-1H-inden